C1(CC1)C1=NC=NC(=C1C=1N=C(C2=C(N1)N=CC=C2)NCC2=CC=C(C=C2)N2N=C(C=C2C)C(F)(F)F)OC 2-(4-cyclopropyl-6-methoxypyrimidin-5-yl)-N-(4-(5-methyl-3-(trifluoromethyl)-1H-pyrazol-1-yl)benzyl)pyrido[2,3-d]pyrimidin-4-amine